trans-1-[[4-[(3S)-3-(6-methoxypyrazin-2-yl)isoxazolidine-2-carbonyl]cyclohexyl]methyl]indole-6-carbonitrile COC1=CN=CC(=N1)[C@H]1N(OCC1)C(=O)[C@@H]1CC[C@H](CC1)CN1C=CC2=CC=C(C=C12)C#N